CC1=CC=C(C=C1)S(=O)(=O)OC[C@@H](C)O (2R)-1-[(4-Methylphenylsulfonyl)oxy]propan-2-ol